diaminoethyl naphthalenedicarboxylate C=1(C(=CC=C2C=CC=CC12)C(=O)[O-])C(=O)OCC(N)N